C(C)(C)(C)OC(N(C)CC1=CC(=CC=C1)N)=O.N(=C=O)C1=C2C(=NC3=C1CCC3)C(CC2)C 8-isocyanato-3-methyl-1,2,3,5,6,7-hexahydrodicyclopenta[b,e]pyridine tert-butyl-N-[(3-aminophenyl)methyl]-N-methylcarbamate